[Li].[Co].[Mn].[Co].[Ni].[Li].NC=1C=CC(=C(C1)S(=O)(=O)N=CN(C)C)C=1C=NC(=CC1)Cl 5-amino-2-(6-chloropyridin-3-yl)-N-[(dimethylamino)methylidene]Benzenesulfonamide lithium nickel cobalt manganese cobalt lithium